3,6-bis[4-(2-naphthyl)phenyl]-9-phenyl-9H-carbazole C1=C(C=CC2=CC=CC=C12)C1=CC=C(C=C1)C=1C=CC=2N(C3=CC=C(C=C3C2C1)C1=CC=C(C=C1)C1=CC2=CC=CC=C2C=C1)C1=CC=CC=C1